NC/C=C/C(=O)O (E)-4-aminobut-2-enoic acid